C(C)(=O)C1=NN(C2=CC=C(C=C12)C=1C=NC(=NC1)C)CC(=O)N1[C@@H](C[C@H](C1)F)C(=O)NC1=NN(C(=C1)Br)C (2S,4R)-1-(2-(3-acetyl-5-(2-methylpyrimidin-5-yl)-1H-indazol-1-yl)acetyl)-N-(5-bromo-1-methyl-1H-pyrazol-3-yl)-4-fluoropyrrolidine-2-carboxamide